3-(4-biphenylyl)-4-phenyl-5-(4-t-butylphenyl)-1,2,4-triazole C1(=CC=C(C=C1)C1=NN=C(N1C1=CC=CC=C1)C1=CC=C(C=C1)C(C)(C)C)C1=CC=CC=C1